N-(8-((2,6-dimethylbenzyl)amino)-2,3-dimethylimidazo[1,2-a]pyridin-6-yl)cyclopentanecarboxamide CC1=C(CNC=2C=3N(C=C(C2)NC(=O)C2CCCC2)C(=C(N3)C)C)C(=CC=C1)C